Cl.C1(CCC1)CCNC(=N)N 1-(2-Cyclobutylethyl)guanidine hydrochloride